1-benzyl-3-(2-hydroxypropyl)thiourea C(C1=CC=CC=C1)NC(=S)NCC(C)O